N-(4-butylphenyl)-3-[4-(methylamino)-5,6,7,8-tetrahydropyrido[3,4-d]pyrimidin-2-yl]pyrrolidine-1-carboxamide C(CCC)C1=CC=C(C=C1)NC(=O)N1CC(CC1)C=1N=C(C2=C(N1)CNCC2)NC